C(C1=CC=CC=C1)OC1CC(C1)C(=O)Cl 3-benzyloxycyclobutanecarbonyl chloride